1-Cyclohexyl-2,2-bis(phenylselanyl)ethane-1-one C1(CCCCC1)C(C([Se]C1=CC=CC=C1)[Se]C1=CC=CC=C1)=O